P(=O)(O[SiH2]C=C(C)C)(O[SiH2]C=C(C)C)Cl bis(dimethylvinylsilyl) monochlorophosphate